COC=1C=NC=C(C1)OC 3,5-Dimethoxypyridine